4-Difluoromethyl-4-hydroxy-piperidine-1-carboxylic acid [4-methoxy-7-(tetrahydropyran-4-yl)-thiazolo[4,5-c]pyridin-2-yl]-amide COC1=NC=C(C2=C1N=C(S2)NC(=O)N2CCC(CC2)(O)C(F)F)C2CCOCC2